C(C)(C)(C)OC(=O)N1[C@H](CN(CC1)C1=NC(=NC(=C1[N+](=O)[O-])CC1(CCCC2=C(C=CC=C12)C)C(=O)OC)Cl)CC#N (2S)-4-(2-chloro-6-((1-(methoxycarbonyl)-5-methyl-1,2,3,4-tetrahydronaphthalen-1-yl)methyl)-5-nitropyrimidin-4-yl)-2-(cyanomethyl)piperazine-1-carboxylic acid tert-butyl ester